C(C)O[Si](CCCNC(CCC(CCCC)O)=O)(OCC)OCC N-(3-triethoxysilyl-propyl)-4-hydroxyoctanamide